10-methylenepalmityl-CoA C=C(CCCCCCCCC(=O)SCCNC(CCNC([C@@H](C(COP(OP(OC[C@@H]1[C@H]([C@H]([C@@H](O1)N1C=NC=2C(N)=NC=NC12)O)OP(=O)(O)O)(=O)O)(=O)O)(C)C)O)=O)=O)CCCCCC